O=C1C(=CC(=NN1C1OCCCC1)COS(=O)(=O)C1=CC=C(C=C1)C)C(F)(F)F (6-oxo-1-(tetrahydro-2H-pyran-2-yl)-5-(trifluoromethyl)-1,6-dihydropyridazin-3-yl)methyl-4-methylbenzenesulfonate